CN1C(N(C2=C1N=NC=1C=CC(=CC21)C=2C=NC(=CC2)C(C(F)(F)F)OCCN2CCCC2)C2CCOCC2)=O 3-methyl-1-(tetrahydro-2H-pyran-4-yl)-8-(6-(2,2,2-trifluoro-1-(2-(pyrrolidin-1-yl)ethoxy)ethyl)pyridin-3-yl)-1,3-dihydro-2H-imidazo[4,5-c]cinnolin-2-one